COC1=C(C=CC2=CC=CC=C12)C1=NNC(=C1)C=1C=C2C=NN(C2=CC1)C 5-(3-(1-methoxynaphthalen-2-yl)-1H-pyrazol-5-yl)-1-methyl-1H-indazole